6-(1H-Pyrazol-1-yl)benzo[d]isoxazol-3-amine N1(N=CC=C1)C1=CC2=C(C(=NO2)N)C=C1